C(C1=CC=CC=C1)C1=C(SC=2N3C(COCC21)=NN=C3C)C#CC=3C=NN(C3)CCCCOC3=C2C(N(C(C2=CC=C3)=O)C3C(NC(CC3)=O)=O)=O 4-(4-(4-((3-Benzyl-9-methyl-4H,6H-thieno[2,3-e][1,2,4]triazolo[3,4-c][1,4]oxazepin-2-yl)ethynyl)-1H-pyrazol-1-yl)butoxy)-2-(2,6-dioxopiperidin-3-yl)isoindolin-1,3-dion